1-(6-(3,5-dimethoxyphenyl)-4,5,6,7-tetrahydro-1H-indazol-3-yl)cyclopropane-1-carbonitrile COC=1C=C(C=C(C1)OC)C1CCC=2C(=NNC2C1)C1(CC1)C#N